8-[1-(2,2-difluoroethyl)-4-methoxy-1H-pyrazolo[3,4-d]pyrimidin-6-yl]-2-[4-(trifluoromethyl)pyridin-2-yl]-2,8-diazaspiro[4.5]decan-1-one FC(CN1N=CC=2C1=NC(=NC2OC)N2CCC1(CCN(C1=O)C1=NC=CC(=C1)C(F)(F)F)CC2)F